[Cl-].C(C)(C)C1=C(C(=CC=C1)C(C)C)[N+]1=CN(C=C1)C1=C(C=CC=C1C(C)C)C(C)C 1,3-Bis-(2,6-diisopropyl-phenyl)-3H-imidazol-1-ium chlorid